(S)-2-((4-((2-((4-Chloro-2-(fluoromethyl)phenoxy)methyl)pyridin-4-yl)oxy)piperidin-1-yl)methyl)-1-(oxetan-2-ylmethyl)-1H-benzo[d]imidazole-6-carboxylic acid ClC1=CC(=C(OCC2=NC=CC(=C2)OC2CCN(CC2)CC2=NC3=C(N2C[C@H]2OCC2)C=C(C=C3)C(=O)O)C=C1)CF